NC=1N=C(C2=C(C=NN(C2=O)CC2=C(C=C(C=C2)C(=O)N2CCNCC2)OC)N1)N[C@@H](C)CCC (S)-2-amino-6-(2-methoxy-4-(piperazine-1-carbonyl)benzyl)-4-(pentan-2-ylamino)pyrimido[4,5-d]pyridazin-5(6H)-one